(3S)-5-chloro-7-[(2,4-difluoro-3-{8-fluoro-2-[(1-methylpiperidin-4-yl) amino]quinazolin-6-yl}phenyl)sulfamoyl]-2,3-dihydro-1-benzofuran-3-yl acetate C(C)(=O)O[C@@H]1COC2=C1C=C(C=C2S(NC2=C(C(=C(C=C2)F)C=2C=C1C=NC(=NC1=C(C2)F)NC2CCN(CC2)C)F)(=O)=O)Cl